4-(azido(trans-3-(trifluoromethyl)cyclobutyl)methyl)-2-fluoro-1-(trifluoromethoxy)benzene N(=[N+]=[N-])C(C1=CC(=C(C=C1)OC(F)(F)F)F)[C@@H]1C[C@H](C1)C(F)(F)F